C1(=CC=CC=C1)C(C)S(=O)(=O)Cl 1-phenylethane-1-sulfonyl chloride